COC(=O)C=1C(=CC2=CN(N=C2C1)C1CCC(CC1)CO)NC(=O)OC(C)(C)C 5-(tert-butoxycarbonylamino)-2-[4-(hydroxymethyl)cyclohexyl]Indazole-6-carboxylic acid methyl ester